1-benzyl-3-hydroxy-4-[(3,4-dihydroquinolin-1(2H)-yl)methyl]pyridin-2(1H)-one C(C1=CC=CC=C1)N1C(C(=C(C=C1)CN1CCCC2=CC=CC=C12)O)=O